1-(2-((2S,4R)-2-(6-bromopyridin-2-ylcarbamoyl)-4-fluoropyrrolidin-1-yl)-2-oxoethyl)-5-(2-methylpyrazolo[1,5-a]pyrimidin-6-yl)-1H-indazole-3-carboxamide BrC1=CC=CC(=N1)NC(=O)[C@H]1N(C[C@@H](C1)F)C(CN1N=C(C2=CC(=CC=C12)C=1C=NC=2N(C1)N=C(C2)C)C(=O)N)=O